FC(C(C(F)(F)F)(O)C1=CC=C(C=C1)C1=C(C=C(C=C1)CN1[C@H](CN(CC1)CC1=CC=NC=C1)CC(=O)OCCOCC)C)(F)F 2-ethoxyethyl (S)-2-(1-((4'-(1,1,1,3,3,3-hexafluoro-2-hydroxypropan-2-yl)-2-methyl-[1,1'-biphenyl]-4-yl)methyl)-4-(pyridin-4-ylmethyl)piperazin-2-yl)acetate